FC(C1=NN(C=C1C(=O)NC1=C2C(CC(C2=C(C=C1)F)(C)C)C)C)F 3-(Difluoromethyl)-N-(7-fluoro-1,1,3-trimethyl-2,3-dihydro-1H-inden-4-yl)-1-methyl-1H-pyrazol-4-carboxamid